C(CCCCCCC)(=O)OC(CC)O Propandiol Caprylate